ClC=1C=C(C=CC1Cl)C=1SC=C(N1)SC=1N=NNC1C(=O)O 4-((2-(3,4-dichlorophenyl)thiazol-4-yl)thio)-1H-1,2,3-triazole-5-carboxylic acid